C(C=C)OCC(C)O 1-allyloxy-2-propanol